C(CCCCCCCCCCCCCCCCCCCCCCCCCCCCCCCCCCCCCC)(=O)[O-] nonatriacontanoate